Cl.CN(CCN(C1=C(C=C(C(=C1)OC)NC1=NC=CC(=N1)N1C(NC2=C1C=CC=C2)=O)NC(C=C)=O)C)C N-(2-((2-(dimethylamino)ethyl)(methyl)amino)-4-methoxy-5-(4-(2-oxo-2,3-dihydro-1H-benzo[d]imidazol-1-yl)pyrimidin-2-ylamino)phenyl)acrylamide hydrochloride